ClC=1C=C2C(=C(N(C2=CC1)C)C(=O)N)NC1=CC(=CC=C1)C(F)(F)F 5-Chloro-1-methyl-3-((3-(trifluoromethyl)phenyl)amino)-1H-indole-2-carboxamide